3-amino-6-methyl-N-[(7R)-3-(piperazin-1-yl)-5,6,7,8-tetrahydroisoquinolin-7-yl]thieno[2,3-b]pyridine-2-carboxamide NC1=C(SC2=NC(=CC=C21)C)C(=O)N[C@@H]2CCC=1C=C(N=CC1C2)N2CCNCC2